NC=1C(=CC2=CC3=C(O[C@@](O3)(C3=CC=CC=C3)C)C=C2C1)C(C)(C)O (R)-2-(7-amino-2-methyl-2-phenyl-naphtho[2,3-d][1,3]dioxolane-6-yl)propan-2-ol